C(CC1=CC=CC=C1)NC(=O)N1C=NC2=C1C=CC=C2 N-Phenethyl-1H-benzo[d]imidazole-1-carboxamide